3-(4-cyano-3-(trifluoromethyl)phenyl)-N-(3-cyanophenyl)-2-(trifluoromethyl)oxazolidine-5-carboxamide C(#N)C1=C(C=C(C=C1)N1C(OC(C1)C(=O)NC1=CC(=CC=C1)C#N)C(F)(F)F)C(F)(F)F